N-(4-(4-benzylpiperazin-1-yl)quinolin-3-yl)-4-fluorobenzamide C(C1=CC=CC=C1)N1CCN(CC1)C1=C(C=NC2=CC=CC=C12)NC(C1=CC=C(C=C1)F)=O